(S)-N-(4-((6-(4,4-Difluoropiperidin-1-yl)-4-methylpyridin-2-yl)amino)-5-(6-azaspiro[2.5]octan-6-yl)quinazolin-7-yl)-1-hydroxypropane-2-sulfonamide FC1(CCN(CC1)C1=CC(=CC(=N1)NC1=NC=NC2=CC(=CC(=C12)N1CCC2(CC2)CC1)NS(=O)(=O)[C@H](CO)C)C)F